OC1=C(C=C(C=C1)C1=CC(=NC=2C3=C(NC(CC21)=O)C=CC=C3)C3=CC=CC=C3)OC 4-(4-hydroxy-3-methoxyphenyl)-2-phenyl-5,7-dihydro-6H-benzo[b]pyrido[2,3-d]azepin-6-one